2-(6-amino-1-(methylamino)-2,7-naphthyridin-4-yl)-N-(3-((6-bromopyridin-2-yl)oxy)propyl)-N-methylbenzo[d]oxazole-5-carboxamide NC=1C=C2C(=CN=C(C2=CN1)NC)C=1OC2=C(N1)C=C(C=C2)C(=O)N(C)CCCOC2=NC(=CC=C2)Br